N-[4-(4-amino-5-{3-fluoro-4-[(4-methylpyrimidin-2-yl)oxy]phenyl}-7-methyl-5H-pyrrolo[3,2-d]pyrimidin-6-yl)-3-(difluoromethoxy)phenyl]acrylamide NC=1C2=C(N=CN1)C(=C(N2C2=CC(=C(C=C2)OC2=NC=CC(=N2)C)F)C2=C(C=C(C=C2)NC(C=C)=O)OC(F)F)C